FC1=C(C=CC(=C1)N1CCC(CC1)NCCOC)NC(=O)C=1C(=CC=2N(C1)C=C(N2)C)OC N-(2-fluoro-4-(4-((2-methoxyethyl)amino)piperidin-1-yl)phenyl)-7-methoxy-2-methylimidazo[1,2-a]pyridine-6-carboxamide